N-(4-(((8-cyano-2-((tetrahydro-2H-pyran-4-yl)amino)pyrazolo[1,5-a][1,3,5]triazin-4-yl)amino)methyl)phenyl)propanamide C(#N)C=1C=NN2C1N=C(N=C2NCC2=CC=C(C=C2)NC(CC)=O)NC2CCOCC2